CNCC(=O)CNC 1,3-dimethylaminoacetone